2-(4-(3-fluoro-5-methoxy-4-((1-trityl-1H-1,2,4-triazol-3-yl)methoxy)phenyl)-3-methyl-2-oxo-6-(trifluoromethyl)-2,3-dihydro-1H-benzo[d]imidazol-1-yl)-N-(4-fluorophenyl)acetamide FC=1C=C(C=C(C1OCC1=NN(C=N1)C(C1=CC=CC=C1)(C1=CC=CC=C1)C1=CC=CC=C1)OC)C1=CC(=CC=2N(C(N(C21)C)=O)CC(=O)NC2=CC=C(C=C2)F)C(F)(F)F